Tert-butyl 9-(benzylamino)-2-azaspiro[5.5]undecane-2-carboxylate C(C1=CC=CC=C1)NC1CCC2(CCCN(C2)C(=O)OC(C)(C)C)CC1